CS(=O)(=O)C1=CC(=C(C=C1)NCC#CC=1N(C=2C=CC=C(C2C1)NC1CCC(CC1)N1CCOCC1)CC(F)(F)F)OC 2-{3-[(4-methane-sulfonyl-2-methoxyphenyl)amino]prop-1-yn-1-yl}-N-[(1r,4r)-4-(morpholin-4-yl)cyclohexyl]-1-(2,2,2-trifluoroethyl)-1H-indol-4-amine